2-methylpropan-2-yl {[4-(3-amino-4-formamido-2-fluorophenyl)-3-cyanobenzo[b]thiophen-2-yl]amino}methanoate NC=1C(=C(C=CC1NC=O)C1=CC=CC=2SC(=C(C21)C#N)NC(=O)OC(C)(C)C)F